cyclopentyl-5-{3-(3-methylthiophen-2-yl)-1,2,4-oxadiazol-5-yl}-1H-1,2,3-benzotriazole C1(CCCC1)N1N=NC2=C1C=CC(=C2)C2=NC(=NO2)C=2SC=CC2C